COCCCOC1=C2CCCOC2=CC(=C1)CCC 5-(3-Methoxypropoxy)-7-propyl-3,4-dihydro-2H-chromene